BrC=1C=NN(C1C)CC12CC3(CC(CC(C1)C3)C2)OCCOCCOC 4-bromo-1-({3-[2-(2-methoxyethoxy)ethoxy]tricyclo[3.3.1.13,7]dec-1-yl}methyl)-5-methyl-1H-pyrazole